OC(C(=O)C1=CC=C(C=C1)CC1=CC=C(C=C1)C(C(C)(C)O)=O)(C)C 2-hydroxy-1-[4-[[4-(2-hydroxy-2-methylpropionyl)phenyl]methyl]phenyl]-2-methylpropan-1-one